ClC1=C(C=C(C2=C(C(=CC(=C12)Cl)C(=O)OC)Cl)Cl)C(=O)OC dimethyl 1,4,5,8-tetrachloro-2,6-naphthalenedicarboxylate